(4-chloro-2,6-dioxo-2,3-dihydropyrimidin-1(6H)-yl)piperidine-1-carboxylic acid ClC=1NC(N(C(C1)=O)C1N(CCCC1)C(=O)O)=O